C(C)(C)(C)N(C(O)=O)C[C@]1(NC(NC1=O)=O)C1=C(N=CS1)C.Cl.NC[C@@]1(C(NC(N1)=O)=O)C1=C(N=CS1)C |r| rac-5-(aminomethyl)-5-(4-methyl-1,3-thiazol-5-yl)imidazolidine-2,4-dione hydrogen chloride rac-tert-butyl-{[4-(4-methyl-1,3-thiazol-5-yl)-2,5-dioxoimidazolidin-4-yl]methyl}carbamate